Allyl (6aS)-6-hydroxy-2-methoxy-3-((3-(2-methoxy-2-oxoethyl)benzyl)oxy)-14-oxo-6,6a,7,12-tetrahydrobenzo[5,6][1,4]-diazepino[1,2-b]isoquinoline-5(14H)-carboxylate OC1N(C2=C(C(N3CC4=CC=CC=C4C[C@H]31)=O)C=C(C(=C2)OCC2=CC(=CC=C2)CC(=O)OC)OC)C(=O)OCC=C